ClC1=CC=C(S1)C1=CC(=NO1)C(=O)NC=1SC(=NN1)SC 5-(5-chlorothiophen-2-yl)-N-[5-(methylsulfanyl)-1,3,4-thiadiazol-2-yl]-1,2-oxazole-3-carboxamide